S(=O)(=O)([O-])[O-].CC[N+](CC)(CC)CCOC(C=C)=O.CC[N+](CCOC(C=C)=O)(CC)CC (methyl)acryloyloxyethyl-diethyl-methyl-ammonium sulfate